3-pentadienyltitanium (II) C=CC(=CC)[Ti+]